[Na+].C(CCCCCCCCCCCCCCCCC)(=O)OC[C@@H](OC(CCCCCCCCCCCCCCCCC)=O)COP(=O)(O)OC[C@H](N)C(=O)[O-] 1,2-distearoyl-sn-glycero-3-phosphoryl-L-serine sodium salt